FC(C=1C=CC(=C(C1)O)C1=C2C(=C(N=N1)N[C@@H]1C(COCC1)(C)C)C=NC=C2)F (S)-5-(difluoromethyl)-2-(4-((3,3-dimethyltetrahydro-2H-pyran-4-yl)amino)pyrido[3,4-d]pyridazin-1-yl)phenol